The molecule is a pentacyclic triterpenod that is 9beta,19-cyclolanost-24-ene which is substituted by hydroxy groups at the 3beta and 28 positions. It is a pentacyclic triterpenoid, a member of phytosterols and a 3beta-hydroxy-4alpha-hydroxymethyl-4beta-methylsteroid. It derives from a hydride of a lanostane. C[C@H](CCC=C(C)C)[C@H]1CC[C@@]2([C@@]1(CC[C@]34[C@H]2CC[C@@H]5[C@]3(C4)CC[C@@H]([C@@]5(C)CO)O)C)C